C(C)(C)(C)OC(CCCCCCCCCCCCCCCCCCC(=O)O)=O Eicosanedioic acid mono-t-Butyl ester